4-[2-(2,4-difluorophenoxy)-5-(methylsulfonyl)phenyl]-6-methyl-2-[(tetrahydrofuran-3-ylamino)methyl]-1,6-dihydro-7H-pyrrolo[2,3-c]pyridin-7-one FC1=C(OC2=C(C=C(C=C2)S(=O)(=O)C)C=2C3=C(C(N(C2)C)=O)NC(=C3)CNC3COCC3)C=CC(=C1)F